2-(chloromethyl)propane-1,3-diol ClCC(CO)CO